Methyl-6-oxo-2-azaspiro[3.4]octane CC1NCC12CC(CC2)=O